(S)-N-(4,4-Difluorocyclohexyl)-N-((2,3-dihydro-1H-inden-5-yl)methyl)-1-tosylpyrrolidine-2-carboxamide FC1(CCC(CC1)N(C(=O)[C@H]1N(CCC1)S(=O)(=O)C1=CC=C(C)C=C1)CC=1C=C2CCCC2=CC1)F